COCC(=O)NNC(=O)[C@H]1N2C(N([C@H](CC1)C2)OS(=O)(=O)O)=O.[Na] sodium (2S,5R)-N'-(methoxyacetyl)-7-oxo-6-(sulfooxy)-1,6-diazabicyclo[3.2.1]octane-2-carbohydrazide